COC([C@](C)(CO)N)=O.NCCN1CCN(CC1)CCN N,N'-bis-(2-aminoethyl)piperazine methyl-(S)-2-amino-2-(hydroxymethyl)propanoate